FC=1C=C(C=CC1)[C@H](C)N (S)-1-(3-fluorophenyl)ethylamine